1-benzyl 2-methyl (S)-azetidine-1,2-dicarboxylate N1([C@@H](CC1)C(=O)OC)C(=O)OCC1=CC=CC=C1